OC=1C=CC=C2C=CC=[N+](C12)[O-] 8-hydroxyquinolin-N-oxide